6-(3,3-difluorocyclobutoxy)-N-(4,4-difluorocyclohexyl)-2-(3-(fluoromethyl)-1H-pyrazol-1-yl)pyrimidin-4-amine FC1(CC(C1)OC1=CC(=NC(=N1)N1N=C(C=C1)CF)NC1CCC(CC1)(F)F)F